Iridium (III) bis[(pyrenyl)quinoline] C1(=CC=C2C=CC3=CC=CC4=CC=C1C2=C34)C3=NC4=CC=CC=C4C=C3.C3(=CC=C4C=CC2=CC=CC1=CC=C3C4=C21)C2=NC1=CC=CC=C1C=C2.[Ir+3]